CC1(C2=C(C=CC(=C2)N(C3=CC=CC=C3)C4=CC=CC5=CC=CC=C54)C6=C1C=C(C=C6)N(C7=CC=CC=C7)C8=CC=CC9=CC=CC=C98)C N,N'-bis(naphthalen-1-yl)-N,N'-bis(phenyl)-9,9-dimethyl-fluorene